S(=O)(=O)(O)C1=CC=CC2=C(C=C(C=C12)S(=O)(=O)O)S(=O)(=O)O 4,6,8-trisulfonaphthalen